ethyl 2-(5-((tert-butoxycarbonyl)(1-phenyl-2,5,8,11-tetraoxatridecan-13-yl)amino)-2-oxopyridin-1(2H)-yl)acetate C(C)(C)(C)OC(=O)N(C=1C=CC(N(C1)CC(=O)OCC)=O)CCOCCOCCOCCOCC1=CC=CC=C1